N-(4-((2-methoxy-3-(5-methyl-1H-1,2,4-triazol-3-yl)phenyl)amino)-2-methyl-3-oxo-2,3-dihydro-1H-pyrazolo[3,4-b]pyridin-6-yl)cyclopropanecarboxamide (Z)-3-hexenyl-valerate C(=C/CCCC)/C(CC(=O)O)CC.COC1=C(C=CC=C1C1=NNC(=N1)C)NC1=C2C(=NC(=C1)NC(=O)C1CC1)NN(C2=O)C